2,8-dichloro-N-(1-methylcyclopropyl)-4-oxo-3H-quinazoline-6-sulfonamide ClC1=NC2=C(C=C(C=C2C(N1)=O)S(=O)(=O)NC1(CC1)C)Cl